(6S)-6-[2-Chloro-3-(1H-pyrazol-5-yl)phenyl]-2-imino-6-methyl-3-[(2S,4S)-2-methyltetrahydropyran-4-yl]hexahydropyrimidin-4-one trifluoroacetic acid salt FC(C(=O)O)(F)F.ClC1=C(C=CC=C1C1=CC=NN1)[C@@]1(CC(N(C(N1)=N)[C@@H]1C[C@@H](OCC1)C)=O)C